3-bromo-5-(2,6-dichloro-3,5-dimethoxyphenethyl)-1H-pyrazole BrC1=NNC(=C1)CCC1=C(C(=CC(=C1Cl)OC)OC)Cl